(S)-1-(5-methyl-2-((tetrahydrofuran-3-yl)amino)pyrimidin-4-yl)-N-(3-tert-butylbenzyl)-1H-imidazole-4-carboxamide CC=1C(=NC(=NC1)N[C@@H]1COCC1)N1C=NC(=C1)C(=O)NCC1=CC(=CC=C1)C(C)(C)C